FC1=C(C=CC=C1C[C@@H]1C=2C(N(N(C2CC[C@@H]1NS(=O)(=O)C)C)C(C)C)=O)C1=CC(=CC=C1)F |r| rac-N-[(4R,5S)-4-[(2,3'-difluoro[1,1'-biphenyl]-3-yl)methyl]-1-methyl-3-oxo-2-(propan-2-yl)-2,3,4,5,6,7-hexahydro-1H-indazol-5-yl]methanesulfonamide